FC(C(=O)NS(=O)(=O)C1=C(C=C(C=C1C)C)C)OC1=CC2=CC=CC=C2C=C1 2-fluoro-N-(mesitylenesulfonyl)-2-(naphthalen-2-yloxy)acetamide